(trans)-N-(5-chloro-6-(2H-1,2,3-triazol-2-yl)pyridin-3-yl)-2-fluoro-8-methyl-8-(1-methyl-1H-pyrazol-3-yl)-7,8-dihydro-6H-cyclopenta[e]pyrazolo[1,5-a]pyrimidine-6-carboxamide ClC=1C=C(C=NC1N1N=CC=N1)NC(=O)[C@@H]1C[C@](C2=C1C=NC=1N2N=C(C1)F)(C1=NN(C=C1)C)C